4-(3-methoxy-4-methyl-phenyl)butanal COC=1C=C(C=CC1C)CCCC=O